1-bromo-2-(bromomethyl)-5-chloro-3-Nitrobenzene dihydrofuran-5-carboxylate O1CCC=C1C(=O)O.BrC1=C(C(=CC(=C1)Cl)[N+](=O)[O-])CBr